tert-butyl {(1R)-1-(4-bromophenyl)-2-[methyl (2-nitrobenzene-1-sulfonyl)amino]ethyl}carbamate BrC1=CC=C(C=C1)[C@H](CN(S(=O)(=O)C1=C(C=CC=C1)[N+](=O)[O-])C)NC(OC(C)(C)C)=O